BrC1=CC2=C(C3=C(O2)C=CC(=C3)S(=O)(=O)O)C=C1 7-bromo-dibenzo[b,d]furan-2-sulfonic acid